BrC=1C(=C(OCCC(C(=O)OCC)F)C(=CC1)C(F)(F)F)F ethyl 4-(3-bromo-2-fluoro-6-(trifluoromethyl)phenoxy)-2-fluorobutanoate